methyl 3-(9-((4-(aminomethyl)phenyl)carbamoyl)-4,5-dihydrobenzo[b]thieno[2,3-d]oxepin-8-yl)-6-(((1-(hydroxymethyl)cyclopropyl)methyl)carbamoyl)picolinate NCC1=CC=C(C=C1)NC(=O)C1=CC2=C(OCCC3=C2SC=C3)C=C1C=1C(=NC(=CC1)C(NCC1(CC1)CO)=O)C(=O)OC